2,5-dioxopyrrolidin-1-yl 3-(4,5-dibromo-2-methyl-3,6-dioxo-3,6-dihydropyridazin-1(2H)-yl)propanoate BrC=1C(N(N(C(C1Br)=O)CCC(=O)ON1C(CCC1=O)=O)C)=O